C1(CCCCC1)P([C-]1C=CC=C1)C1CCCCC1.CN([C@H](C)C=1[C-](C=CC1)[P@]([C-]1C=CC=C1)C1=CC=CC=C1)C.[CH-]1C=CC=C1.[Fe+2].[Fe+2] 1-(dicyclohexylphosphino)-1'-[(S)-[(1R)-2-[(1R)-1-(dimethylamino)ethyl]ferrocenyl]phenylphosphino]ferrocene